FS(C=1C=C(C=C(C1)C(F)(F)F)C1=NN(C=N1)\C=C/C(=O)NNC(CC)=O)(F)(F)(F)F (Z)-3-(3-(3-(pentafluorosulfanyl)-5-(trifluoromethyl)phenyl)-1H-1,2,4-triazol-1-yl)-N'-propionylacrylhydrazide